ClC=1N=C(C2=C(N1)C(=C(N=C2)Cl)F)N2CC1CCC(C2)N1 3-(2,7-dichloro-8-fluoropyrido[4,3-d]pyrimidin-4-yl)-3,8-diazabicyclo[3.2.1]octane